4-bromo-1-(5-(isopropylthio)-4-(4-(trifluoromethyl)cyclohex-1-en-1-yl)thiazol-2-yl)-3-methyl-1H-pyrazole-5-carboxylic acid methyl ester COC(=O)C1=C(C(=NN1C=1SC(=C(N1)C1=CCC(CC1)C(F)(F)F)SC(C)C)C)Br